6-bromo-N-methylpyrido[2,3-d]pyrimidin-2-amine BrC1=CC2=C(N=C(N=C2)NC)N=C1